5-((5-(4-((1-(3-(10H-phenothiazin-10-yl)propyl)azetidin-3-yl)oxy)piperidin-1-yl)pentyl)oxy)-2-(2,6-dioxopiperidin-3-yl)isoindoline-1,3-dione C1=CC=CC=2SC3=CC=CC=C3N(C12)CCCN1CC(C1)OC1CCN(CC1)CCCCCOC=1C=C2C(N(C(C2=CC1)=O)C1C(NC(CC1)=O)=O)=O